C1=CC=CC=2C3=CC=CC=C3C(C12)COC(=O)N(C(C(=O)O)CCC=1C=C(C=CC1)C)C 2-((((9H-Fluoren-9-yl)methoxy)carbonyl)(methyl)amino)-4-(m-tolyl)butanoic acid